C=1C(C=C2C1C=CC=CC=C2)=O 2H-Cyclopentacycloocten-2-one